4-[(2-{3-[(4-methanesulfonyl-2-methoxyphenyl)amino]prop-1-yn-1-yl}-1-(2,2,2-trifluoroethyl)-1H-indol-4-yl)amino]-N-methylpiperidine-1-carboximidamide CS(=O)(=O)C1=CC(=C(C=C1)NCC#CC=1N(C2=CC=CC(=C2C1)NC1CCN(CC1)C(NC)=N)CC(F)(F)F)OC